2-Bromophenyl Fluorosulfate S(=O)(=O)(OC1=C(C=CC=C1)Br)F